rac-(1r,5s,6r)-3,3-difluorobicyclo[3.1.0]hexane-6-amine hydrochloride Cl.FC1(C[C@H]2C([C@H]2C1)N)F |r|